1-(7-bromo-2-methylbenzofuran-3-yl)-N-(4-methoxybenzyl)-N-methyl-methylamine BrC1=CC=CC=2C(=C(OC21)C)CN(C)CC2=CC=C(C=C2)OC